FC(C1=CC=C(C=N1)CN)(F)F 6-trifluoromethylpyridin-3-ylmethylamine